NC=1N=C2N(N=C(C=C2)C=2C=CC(=C(C2)N2OCC[C@H]2C2=CC=CC=C2)C)C1 (S)-N-(5-(2-aminoimidazo[1,2-b]pyridazin-6-yl)-2-methylphenyl)-3-phenylisoxazolidine